OCCCOC=1C=C(C=CC1OC)C1C(C(N1C1=CC(=C(C(=C1)OC)OC)OC)=O)=C 4-(3-(3-hydroxypropoxy)-4-methoxyphenyl)-3-methylene-1-(3,4,5-trimethoxyphenyl)azetidin-2-one